calcium-manganese chloride [Cl-].[Mn+2].[Ca+2].[Cl-].[Cl-].[Cl-]